(R)-4-methyl-6-(4-((3-(1-oxo-1,3-dihydroisobenzofuran-5-yl)piperazin-1-yl)methyl)-1H-pyrazol-1-yl)pyridine-3-carbonitrile CC1=C(C=NC(=C1)N1N=CC(=C1)CN1C[C@H](NCC1)C=1C=C2COC(C2=CC1)=O)C#N